F[C@H]1CN(CC[C@@H]1O)C=1C=CC(=NC1)NC=1C=CC(=C2CNC(C12)=O)C1=CN=C2N1C=CC(=C2)F 7-((5-((3S,4S)-3-fluoro-4-hydroxypiperidin-1-yl)pyridin-2-yl)amino)-4-(7-fluoroimidazo[1,2-a]pyridin-3-yl)isoindolin-1-one